tert-butyl 4-(6-carbamoyl-5-nitropyridin-2-yl)piperazine-1-carboxylate C(N)(=O)C1=C(C=CC(=N1)N1CCN(CC1)C(=O)OC(C)(C)C)[N+](=O)[O-]